benzyl-2-[(2-hydroxyethyl) amino]-1-methyl-2-oxoethyl trithiocarbonate C(SC(C(=O)NCCO)(C)CC1=CC=CC=C1)([S-])=S